((1S,6R,7R)-3-(3-(3-chloro-2-(pyrimidin-5-yl)pyridin-4-yl)-1H-pyrazolo[3,4-b]pyrazin-6-yl)-7-(2-fluorophenyl)-3-azabicyclo[4.1.0]heptan-7-yl)methanamine ClC=1C(=NC=CC1C1=NNC2=NC(=CN=C21)N2C[C@@H]1[C@]([C@@H]1CC2)(C2=C(C=CC=C2)F)CN)C=2C=NC=NC2